C(C)(C)(C)C1=C(C=CC=C1F)C1(CC=C(C=C1)C(C(=O)N)NC(CN1C=NC=CC1=O)=O)COC 4-(tert-butyl-3-fluorophenyl)-2-(4-(methoxymethyl)phenyl)-2-(((6-oxopyrimidin-1(6H)-yl)acetyl)amino)acetamide